C(C)(C)(C)OC(=O)N1CCC2(CC1)CCN(CC2)C2CCC(CC2)N2N=C1C=C(C(=CC1=C2)NC(C2=NC(=CC=C2)C(F)(F)F)=O)OC 9-((1s,4s)-4-(6-methoxy-5-(6-(trifluoromethyl)picolinamido)-2H-indazol-2-yl)cyclohexyl)-3,9-diazaspiro[5.5]undecane-3-carboxylic acid tert-butyl ester